5,6-dimethyl-1-(p-tolylsulfonyl)pyrrolo[2,3-b]pyridine-2-carboxylic acid CC=1C=C2C(=NC1C)N(C(=C2)C(=O)O)S(=O)(=O)C2=CC=C(C=C2)C